6-fluoro-5-(4-(4-methylpiperazin-1-yl)phenyl)pyridin-2-amine FC1=C(C=CC(=N1)N)C1=CC=C(C=C1)N1CCN(CC1)C